FC=1C=C2C(C(NC2=CC1)=O)=NN=C1SCC(N1C1=CC=C(C=C1)CCCC)=O 5-fluoro-3-(2-(3-(4-n-butylphenyl)-4-oxothiazolidine-2-ylidene)hydrazono)-1H-indol-2-one